(4R,5S)-5-(hydroxymethyl)-2,2-dimethyl-4-(1H-pyrazol-1-ylmethyl)-1,3-oxazolidine-3-carboxylic acid tert-butyl ester C(C)(C)(C)OC(=O)N1C(O[C@@H]([C@H]1CN1N=CC=C1)CO)(C)C